tert-butyl (5-bromo-2-(1-cyclopropyl-4,4-difluoro-3-hydroxypent-1-yn-3-yl)-4-fluorophenyl)carbamate BrC=1C(=CC(=C(C1)NC(OC(C)(C)C)=O)C(C#CC1CC1)(C(C)(F)F)O)F